CC1=C2C=CC(OC2=CC(=C1)C)=O 5,7-dimethyl-coumarin